benzyl 4-((1R,5S)-8-(tert-butoxycarbonyl)-3,8-diazabicyclo[3.2.1]octan-3-yl)-2-(((S)-1-methylpyrrolidin-2-yl)methoxy)-5,8-dihydropyrido[3,4-d]pyrimidine-7(6H)-carboxylate C(C)(C)(C)OC(=O)N1[C@H]2CN(C[C@@H]1CC2)C=2C1=C(N=C(N2)OC[C@H]2N(CCC2)C)CN(CC1)C(=O)OCC1=CC=CC=C1